3-(8-(4-(2-(2-aminopyridin-3-yl)-5-phenyl-3H-imidazo[4,5-b]pyridin-3-yl)benzyl)-2,8-diazaspiro[4.5]decan-2-yl)-4-methoxycyclobut-3-ene-1,2-dione NC1=NC=CC=C1C1=NC=2C(=NC(=CC2)C2=CC=CC=C2)N1C1=CC=C(CN2CCC3(CCN(C3)C=3C(C(C3OC)=O)=O)CC2)C=C1